FC(OC1=C(C=C(C=C1)C(NC=1C=NC=C(C1)C(F)(F)F)=O)C1CN(CC1)C1=CC(=NC=C1)C(=O)N)F 4-(3-(2-(difluoromethoxy)-5-((5-(trifluoromethyl)pyridin-3-yl)carbamoyl)phenyl)pyrrolidin-1-yl)picolinamide